C(C=C)(=O)N1[C@H](CN(CC1)C=1C2=C(N=C(N1)OC[C@H]1N(CCC1)C([2H])([2H])[2H])CN(CC2)C2=CC=CC1=CC=CC(=C21)C([2H])([2H])[2H])CC#N 2-((S)-1-acryloyl-4-(7-(8-(methyl-d3)naphthalen-1-yl)-2-(((S)-1-(methyl-d3)pyrrolidin-2-yl)methoxy)-5,6,7,8-tetrahydropyrido[3,4-d]pyrimidin-4-yl)piperazin-2-yl)acetonitrile